3-(4-hydroxyphenoxy)-6-methoxybenzo[b]thiophen-2-yl ketone OC1=CC=C(OC=2C3=C(SC2C(=O)C2=C(C4=C(S2)C=C(C=C4)OC)OC4=CC=C(C=C4)O)C=C(C=C3)OC)C=C1